CN(C1=CC=C(C=C1)C)CCCO N-methyl-N-(hydroxypropyl)-p-toluidine